(1-(4,4-difluorocyclohexyl)-6-oxo-1,6-dihydropyridazin-3-yl)-4-iodo-2-(6-azaspiro[2.5]octan-6-yl)benzamide (R)-Methyl-4-(1-aminoethyl)benzoate COC(C1=CC=C(C=C1)[C@@H](C)N)=O.FC1(CCC(CC1)N1N=C(C=CC1=O)C=1C(=C(C(=O)N)C=CC1I)N1CCC2(CC2)CC1)F